NC1=C(C(NC2=C(C=CC=C12)B1OC(C(O1)(C)C)(C)C)=O)C(=O)NCCOC 4-amino-N-(2-methoxyethyl)-2-oxo-8-(4,4,5,5-tetramethyl-1,3,2-dioxaborolan-2-yl)-1,2-dihydroquinoline-3-carboxamide